ClC=1C=C(C=C(C1)NS(=O)(=O)C)C1=NN(C=C1C(=O)N)CCCO (3-chloro-5-(methylsulfonylamino)phenyl)-1-(3-hydroxypropyl)-1H-pyrazole-4-carboxamide